FC1([C@H](CN(CC1)C(C(=O)NC1=NC=C(N=C1)OC1=C(C=C(C=C1)F)CO)C)C1=CC=[N+](C=C1)[O-])F 4-((3S)-4,4-difluoro-1-(1-((5-(4-fluoro-2-(hydroxymethyl)phenoxy)pyrazin-2-yl)amino)-1-oxopropan-2-yl)piperidin-3-yl)pyridine 1-oxide